[2-[4-(1-cyanocyclopropyl)phenyl]]-5-ethylsulfonyl-1-methyl-imidazole C(#N)C1(CC1)C1=CC=C(C=C1)C=1N(C(=CN1)S(=O)(=O)CC)C